FC1(C(CN(CC1)C(=O)OC(C)(C)C)(C)O)F tert-butyl 4,4-difluoro-3-hydroxy-3-methylpiperidine-1-carboxylate